O(CC)C1=C(OCC2OC2)C=CC=C1 2-((2-ethoxylphenoxyl)methyl)oxirane